estran-3-one-17-carbonitrile C[C@@]12C(CC[C@H]1[C@@H]1CCC3CC(CC[C@@H]3[C@H]1CC2)=O)C#N